(1S,2S)-N-(6-(6,7-difluoro-5-methyl-1H-indazol-4-yl)imidazo[1,2-b]pyridazin-2-yl)-2-fluorocyclopropane-1-carboxamide FC1=C(C(=C2C=NNC2=C1F)C=1C=CC=2N(N1)C=C(N2)NC(=O)[C@H]2[C@H](C2)F)C